CC1COCC2=CC3=C(C=C12)C(C(C3(C)C)C)(C)C 4,6,6,7,8,8-hexamethyl-1,3,4,6,7,8-hexahydrocyclopenta-[g]isochromene